FC1(C(C2=CC=C(C=C2C(C1)COC1=CC=CC=C1)C(F)(F)F)=O)F 2,2-difluoro-4-(phenoxymethyl)-6-(trifluoromethyl)-3,4-dihydro-1-naphthalenone